BrCCCCCCCCCCC=1C=C(C(=C(C1)OC)OC)OC 5-(10-bromodecyl)-1,2,3-trimethoxy-benzene